CN1C=C(C2=CC=CC(=C12)C)C1=NC(=NC=C1C(F)(F)F)NC=1C=CC(=C(C1)NC(C)=O)OCCN(C)C N-(5-((4-(1,7-dimethyl-1H-indol-3-yl)-5-(trifluoromethyl)pyrimidin-2-yl)amino)-2-(2-(dimethylamino)ethoxy)phenyl)acetamide